tetramethyl-heptanone CC(C(C(C)(C)C)=O)CCCC